FC(N1N=CC(=C1C)C1=NC(=NC(=C1)N1CC(C1)NC)N)F (1-(difluoromethyl)-5-methyl-1H-pyrazol-4-yl)-6-(3-(methylamino)azetidin-1-yl)pyrimidin-2-amine